C(C)(C)(C)N(C(O)=O)[C@@H]1CCC2=C(C3=C(N=NC(=C3)C3=C(C=CC=C3)OCOC)S2)C1.ClCCC(=O)C=1C=C2CC(CC2=CC1)(C)C 3-chloro-1-(2,2-dimethyl-2,3-dihydro-1H-inden-5-yl)propan-1-one tert-butyl-(R)-(3-(2-(methoxymethoxy)phenyl)-5,6,7,8-tetrahydrobenzo[4,5]thieno[2,3-c]pyridazin-6-yl)carbamate